6-vinylimidazo[1,2-a]pyridine-8-carboxylic acid methyl ester COC(=O)C=1C=2N(C=C(C1)C=C)C=CN2